ClC1=CC=C(N=N1)N1[C@@H]2[C@@H](OCC1)CN(C2)C(C)=O 1-[(4aS,7aS)-4-(6-chloropyridazin-3-yl)-2,3,4a,5,7,7a-hexahydropyrrolo[3,4-b][1,4]oxazin-6-yl]ethanone